((2R,3S,4R,5S)-5-(4-aminopyrrolo[2,1-f][1,2,4]triazin-7-yl)-2-cyano-3,4-dihydroxytetrahydrofuran-2-yl)methyl 1-methylcyclopropane-1-carboxylate CC1(CC1)C(=O)OC[C@]1(O[C@H]([C@@H]([C@@H]1O)O)C1=CC=C2C(=NC=NN21)N)C#N